ICCCCC(C(=O)OCC)(C)C ethyl 6-iodo-2,2-dimethylhexanoate